N-hexadecyl-3-hydroxypyridin-2-one C(CCCCCCCCCCCCCCC)N1C(C(=CC=C1)O)=O